3-(N-(4-chloro-5-cyano-2-((trans-2-ethynylcyclopentyl)oxy)phenyl)sulfamoyl)-4-cyclopropylbenzoic acid ClC1=CC(=C(C=C1C#N)NS(=O)(=O)C=1C=C(C(=O)O)C=CC1C1CC1)O[C@H]1[C@@H](CCC1)C#C